(9-(4-amino-5-(4-methoxyphenyl)-7-methyl-7H-pyrrolo[2,3-d]pyrimidin-6-yl)-3-azaspiro[5.5]undec-8-en-3-yl)prop-2-en-1-one NC=1C2=C(N=CN1)N(C(=C2C2=CC=C(C=C2)OC)C2=CCC1(CCN(CC1)C(C=C)=O)CC2)C